FC=1C=2C(CC3NC(=CNC13)C)OCC[C@H]1N(C2)C(CN(C1)C=1C=CC(=NC1)C(=O)OC)=O methyl (R)-5-(13-fluoro-10-methyl-l-1-oxo-octahydro-3H,12H-pyrazino[1',2':5,6][1,5]oxazocino[2,3-g]quinoxalin-3-yl)picolinate